2-(oxetan-3-yloxy)ethyl N-{[2-(2,6-dioxopiperidin-3-yl)-3-oxo-2,3-dihydro-1H-isoindol-5-yl]methyl}carbamate O=C1NC(CCC1N1CC2=CC=C(C=C2C1=O)CNC(OCCOC1COC1)=O)=O